1-(2-Pyridylmethyl)-N-(6S)-2-cyclopropyl-4-methyl-5-oxo-7,8-dihydro-6H-pyrazolo[1,5-a][1,3]diazepin-6-yl-1,2,4-triazol-3-carboxamid N1=C(C=CC=C1)CN1CC=C2N1CC[C@H](C(N2C)=O)C2=NC(=NN2)C(=O)NC2CC2